1,2,3-heptantriol C(C(C(CCCC)O)O)O